FC1=CC(=C2C=CNC2=C1)C1=C(C(=C(N1)C(=O)O)C1=C2C=CN(C2=CC(=C1)OC)CCNC(=O)C=1SC=CN1)C(C)C 5-(6-fluoro-1H-indol-4-yl)-4-isopropyl-3-(6-methoxy-1-(2-(thiazole-2-carboxamido)ethyl)-1H-indol-4-yl)-1H-pyrrole-2-carboxylic acid